ClC=1C(=CC=C2N=CC(=NC12)C=1C=NN(C1)CC1CCNCC1)OC1=CC(=NC=C1)OC 8-chloro-7-((2-methoxypyridin-4-yl)oxy)-2-(1-(piperidin-4-ylmethyl)-1H-pyrazol-4-yl)quinoxaline